C(C)(C)(C)OC(N[C@@H]1C2=C(N=C(S2)OC)CC12CCN(CC2)C=2C=1N(C(=C(N2)C)C2=C(C(=NC=C2)C)Cl)N=CC1)=O N-[(6S)-1'-[7-(3-chloro-2-methyl-4-pyridinyl)-6-methyl-pyrazolo[1,5-a]pyrazin-4-yl]-2-methoxy-spiro[4,6-dihydro-cyclopenta[d]thiazol-5,4'-piperidin]-6-yl]carbamic acid tert-butyl ester